NC[C@H](CC(=O)O)C[C@@H](COC1=CC(=CC=C1)F)C (3s,5s)-3-aminomethyl-6-(3-fluoro-phenoxy)-5-methyl-hexanoic acid